(N-[4-amino-5-(4-methylbenzoyl)thiazol-2-yl]-4-fluoro-anilino)propanamide NC=1N=C(SC1C(C1=CC=C(C=C1)C)=O)N(C1=CC=C(C=C1)F)C(C(=O)N)C